ClC=1C=C(NC2=C(C=NC3=CN=C(C=C23)NCC=2C=NC=CC2)C#N)C=CC1F 4-(3-chloro-4-fluoroanilino)-6-(pyridin-3-ylmethylamino)-1,7-naphthyridine-3-carbonitrile